COC(=O)C=1C=CC=C2C=CC=NC12 Quinoline-8-carboxylic acid methyl ester